ClC1=C(C=C(COC2=CC=C(C=C2)C=2OC3=C(C2C(=O)N)C=C(C(=C3)C3=NN=NN3)F)C=C1F)F (4-((4-chloro-3,5-difluorobenzyl)oxy)phenyl)-5-fluoro-6-(1H-tetrazol-5-yl)benzofuran-3-carboxamide